OC[C@@H](C)NC1=CC(=CC(=N1)C1=CC=NC=C1)C=1C=C(C=CC1C)NC(=O)N1C[C@@H](CC1)CC(F)(F)F (3S)-N-[3-(6-[[(2R)-1-hydroxypropan-2-yl]amino]-[2,4'-bipyridine]-4-yl)-4-methylphenyl]-3-(2,2,2-trifluoroethyl)pyrrolidine-1-carboxamide